3-(3-bromo-2-methylbenzamido)-4-oxopyrrolidine-1-carboxylic acid benzyl ester C(C1=CC=CC=C1)OC(=O)N1CC(C(C1)=O)NC(C1=C(C(=CC=C1)Br)C)=O